7-benzyl-2,5-dioxa-8-azaspiro[3.4]Octane C(C1=CC=CC=C1)C1COC2(COC2)N1